COC1=C(C=CC(=C1)C=O)O The molecule is a member of the class of benzaldehydes carrying methoxy and hydroxy substituents at positions 3 and 4 respectively. It has a role as a plant metabolite, a flavouring agent, an antioxidant and an anticonvulsant. It is a member of phenols, a monomethoxybenzene and a member of benzaldehydes.